(R)-1-(5-((4-fluorobenzyl)oxy)-1H-indol-1-yl)-N,N-dimethylpropan-2-amine FC1=CC=C(COC=2C=C3C=CN(C3=CC2)C[C@@H](C)N(C)C)C=C1